ethyl (R)-3-(2-chlorophenyl)-3-((4-(trifluoromethoxy)phenyl) sulfonamido)propanoate ClC1=C(C=CC=C1)[C@@H](CC(=O)OCC)NS(=O)(=O)C1=CC=C(C=C1)OC(F)(F)F